3,4-dihydroxy-N-(4-(4-(4-(trifluoromethoxy)-phenyl)piperidin-1-yl)benzyl)-3,4-dihydro-2H-pyran-6-carboxamide OC1COC(=CC1O)C(=O)NCC1=CC=C(C=C1)N1CCC(CC1)C1=CC=C(C=C1)OC(F)(F)F